CC(CNC(=O)C=1C=NN(C1)C(C)C=1SC(=CC1)C1=NOC(=N1)C(F)(F)F)(C)C N-(2,2-dimethylpropyl)-1-[1-[5-[5-(trifluoromethyl)-1,2,4-oxadiazol-3-yl]-2-thienyl]ethyl]pyrazole-4-carboxamide